COC1=CC=C(CN2N=NN=C2SC2=NC3=CC=CC=C3N=C2SC2=NN=NN2CC2=CC=C(C=C2)OC)C=C1 2,3-Bis((1-(4-methoxybenzyl)tetrazol-5-yl)thio)quinoxaline